(S)-(1-(6-chloro-3,5-dicyano-4-cyclopropylpyridin-2-yl)pyrrolidin-3-yl)carbamic acid tert-butyl ester C(C)(C)(C)OC(N[C@@H]1CN(CC1)C1=NC(=C(C(=C1C#N)C1CC1)C#N)Cl)=O